dicyclohexane platinum (II) [Pt+2].C1CCCCC1.C1CCCCC1